[2,4'-bipyridine]-3-carboxylic acid N1=C(C(=CC=C1)C(=O)O)C1=CC=NC=C1